2-methyl-5-[(E)-3-oxoprop-1-enyl]Pyridine-3-carbonitrile CC1=NC=C(C=C1C#N)\C=C\C=O